(2S)-2-[[(2S)-2-amino-4-[5-[bis(2-chloroethyl)amino]-1-methyl-benzimidazol-2-yl]butanoyl]amino]-4-methyl-pentanoic acid isopropyl ester C(C)(C)OC([C@H](CC(C)C)NC([C@H](CCC1=NC2=C(N1C)C=CC(=C2)N(CCCl)CCCl)N)=O)=O